ClC=1C=C(NC2(CCC3(C(=CC4=CC=CC=C34)C)CC2)C(=O)O)C=CC1 (1r,4r)-4-(3-chloroanilino)-2'-methylspiro[cyclohexane-1,1'-indene]-4-carboxylic acid